tert-butyl (3-amino-1-methyl-1H-pyrazol-5-yl)carbamate NC1=NN(C(=C1)NC(OC(C)(C)C)=O)C